OC(C[N+]1=CC=CC=C1)CCCCCCCCCC 1-(2-hydroxydodecyl)pyridinium